O=C1NC=CC=C1B(O)O 2-oxo-1,2-dihydropyridin-3-yl-boronic acid